C1(=CCCC1)C1=NC(=NC2=NC(=C(N=C12)C)C)N1C[C@@H](OCC1)C=1C=NN(C1)C 4-(1-cyclopenten-1-yl)-6,7-dimethyl-2-((2S)-2-(1-methyl-1H-pyrazol-4-yl)-4-morpholinyl)pteridine